Boc-Piperazine CC(C)(C)OC(=O)N1CCNCC1